6-chloro-1-(6-(dimethyl-amino)pyridin-3-yl)-7-((1R,3R,5R)-3-(((3-fluoro-4-methoxy-pyridin-2-yl)oxy)methyl)-2-azabicyclo[3.1.0]hexan-2-yl)-4-oxo-1,4-dihydro-quinoline-3-carboxylic acid ClC=1C=C2C(C(=CN(C2=CC1N1[C@@H]2C[C@@H]2C[C@@H]1COC1=NC=CC(=C1F)OC)C=1C=NC(=CC1)N(C)C)C(=O)O)=O